The molecule is a 1-O-acyl-N-acylsphingosine in which the N- and O-acyl groups are specified as acetyl and (4Z,7Z,10Z,13Z,16Z,19Z)-docosahexaenoyl respectively. It derives from a N-acetylsphingosine and an all-cis-docosa-4,7,10,13,16,19-hexaenoic acid. CCCCCCCCCCCCC/C=C/[C@H]([C@H](COC(=O)CC/C=C\\C/C=C\\C/C=C\\C/C=C\\C/C=C\\C/C=C\\CC)NC(=O)C)O